5-FLUORO-1H-INDAZOLE-3-CARBALDEHYDE FC=1C=C2C(=NNC2=CC1)C=O